6-(alpha-hydroxy-isobutyl)-9-benzylpurine OC(C(C)C)C1=C2N=CN(C2=NC=N1)CC1=CC=CC=C1